CC(=CCC)C(CCCCC)O 4-methyl-3-decene-5-ol